ClC1=C(C(=C(C=C1OC)OC)Cl)C1=CC2=C(N=C(N=C2)SC)C(=N1)OC 6-(2,6-dichloro-3,5-dimethoxyphenyl)-8-methoxy-2-(methylthio)pyrido[3,4-d]pyrimidine